(S)-N-(1-amino-3-hydroxy-1-oxopropan-2-yl)-2-methyl-5-((5-methylthiazol-4-yl)methoxy)benzofuran-3-carboxamide NC([C@H](CO)NC(=O)C1=C(OC2=C1C=C(C=C2)OCC=2N=CSC2C)C)=O